COC(=O)C1=CC(=C2N1N=C(C=C2)C2=C(C(=CC=C2)C(=O)N2CCN(CC2)C(=O)OC(C)(C)C)F)Cl 2-[2-fluoro-(4-tert-butyloxycarbonylpiperazin-1-ylcarbonyl)phenyl]-5-chloro-pyrrolo[1,2-b]pyridazine-7-carboxylic acid methyl ester